C(C)(C)(C)OC(=O)N1CC=C(CC1)C=1C=NC(=CC1)NC=1C(N(C=C(C1)Br)C)=O.C(CC)[SiH2]C1=CC=CC2=CC=CC=C12 Propyl-(naphthyl)silane tert-Butyl-4-(6-(5-Bromo-1-methyl-2-oxo-1,2-dihydropyridin-3-ylamino)pyridin-3-yl)-5,6-dihydropyridine-1(2H)-carboxylate